FC=1C=C(C=C(C1N1CCC(CC1)C(F)(F)F)F)NC1=CC=C(CNC(=O)C2C(NCC2)=O)C=C1 N-(4-((3,5-difluoro-4-(4-(trifluoromethyl)piperidin-1-yl)phenyl)amino)benzyl)-2-oxopyrrolidine-3-carboxamide